1-(3-(azetidin-3-yl)-1-[4-(trifluoromethoxy)phenyl]pyrazolo[4,3-c]pyridin-4-yl)azetidin-3-ol N1CC(C1)C1=NN(C2=C1C(=NC=C2)N2CC(C2)O)C2=CC=C(C=C2)OC(F)(F)F